N-(eicosanoyl)-4R-hydroxy-eicosasphinganine C(CCCCCCCCCCCCCCCCCCC)(=O)N[C@H](CO)[C@H](O)C(CCCCCCCCCCCCCCCC)O